2-hydrocinnamamido-5-(5-nitrothiophene-2-yl)methyleneaminothiophene-3,4-dicarboxylic acid diethyl ester C(C)OC(=O)C1=C(SC(=C1C(=O)OCC)N=CC=1SC(=CC1)[N+](=O)[O-])NC(CCC1=CC=CC=C1)=O